4-(2-hydroxypropan-2-yl)-N-((5-(1-(oxetan-3-yl)-1H-pyrrolo[2,3-b]pyridin-4-yl)-2,3-dihydro-1H-inden-4-yl)carbamoyl)thiophene-2-sulfonamide OC(C)(C)C=1C=C(SC1)S(=O)(=O)NC(NC1=C2CCCC2=CC=C1C1=C2C(=NC=C1)N(C=C2)C2COC2)=O